3-[4-(1,1-difluoroethyl)-2-hydroxy-phenyl]-6-[[(3R)-1-ethyl-3-piperidinyl]amino]-4-methyl-1,2,4-triazin-5-one FC(C)(F)C1=CC(=C(C=C1)C1=NN=C(C(N1C)=O)N[C@H]1CN(CCC1)CC)O